C(C)C1=C(C=C(C(=O)O)C=C1)S(NC1=C(C=CC(=C1)C(F)(F)F)N1CCC(CC1)F)(=O)=O 4-Ethyl-3-(N-(2-(4-fluoropiperidin-1-yl)-5-(trifluoromethyl)phenyl)sulfamoyl)benzoic acid